ClC1=C(C=C(C=2C(=C3N(C12)CCN(C3=O)CCOC3OCCCC3)C=3C=NN(C3)C3OCCCC3)OCC#N)Cl 2-[[6,7-Dichloro-1-oxo-2-(2-tetrahydropyran-2-yloxyethyl)-10-(1-tetrahydropyran-2-ylpyrazol-4-yl)-3,4-dihydropyrazino[1,2-a]indol-9-yl]oxy]acetonitrile